2-bromo-1-(1-(trifluoromethyl)cyclopropyl)ethan-1-one BrCC(=O)C1(CC1)C(F)(F)F